NC1=C(C=CC(C1)(C(=O)O)C(=O)O)C1=CC=CC=C1 2-amino-4,4-biphenyl-dicarboxylic acid